FC(C(=O)O)(F)F.C(C)(C)(C)OC(NN1C(=C(C(C=C1)=O)OCC1=CC=CC=C1)CC)=O (3-(benzyloxy)-2-ethyl-4-oxopyridin-1(4H)-yl)carbamic acid tert-butyl ester trifluoroacetate